C(#N)C=1C(=CC2=C(N=C3C(NC(N=C3N2CCCCCCNC(OC(C)(C)C)=O)=O)=O)C1)C#N tert-butyl (6-(7,8-dicyano-2,4-dioxo-3,4-dihydrobenzo[g]pteridin-10(2H)-yl)hexyl)carbamate